E-beta-Farnesene CCC(=C)CC\C=C(/C)\CCC=C(C)C